3-(4-((difluoromethyl)sulfonamido)-3-(1-(oxazol-2-yl)ethoxy)phenyl)-5-(pyrazin-2-ylamino)-1H-pyrazole-4-carboxamide FC(S(=O)(=O)NC1=C(C=C(C=C1)C1=NNC(=C1C(=O)N)NC1=NC=CN=C1)OC(C)C=1OC=CN1)F